N-{3-fluoro-4-[(7-{3-[(3-hydroxycyclobutyl)amino]propoxy}-6-methoxyquinolin-4-yl)oxy]phenyl}-5-(4-fluorophenyl)-6-oxo-2,3,5,6-tetrahydrofuro[3,2-c]pyridine-7-carboxamide FC=1C=C(C=CC1OC1=CC=NC2=CC(=C(C=C12)OC)OCCCNC1CC(C1)O)NC(=O)C1=C2C(=CN(C1=O)C1=CC=C(C=C1)F)CCO2